FC1=C2CN(C(C2=CC=C1N1CCN(CC1)CC1CCN(CC1)CCN1[C@H](CNCC1)C)=O)C1C(NC(CC1)=O)=O 3-[4-fluoro-5-[4-[[1-[2-[(2S)-2-methylpiperazin-1-yl]ethyl]-4-piperidinyl]methyl]piperazin-1-yl]-1-oxo-isoindolin-2-yl]piperidine-2,6-dione